octyltin (IV) C(CCCCCCC)[Sn+3]